3-(benzyloxy)-2-(4-fluoro-3-methoxyphenyl)-2H-chromene C(C1=CC=CC=C1)OC=1C(OC2=CC=CC=C2C1)C1=CC(=C(C=C1)F)OC